N-((R)-1-cyclopropylethyl)-5-((R)-2-(5-fluoro-1-methyl-2-oxo-1,2-dihydropyridin-3-yl)pyrrolidin-1-yl)pyrazolo[1,5-a]pyrimidine-3-carboxamide C1(CC1)[C@@H](C)NC(=O)C=1C=NN2C1N=C(C=C2)N2[C@H](CCC2)C=2C(N(C=C(C2)F)C)=O